N-hydroxyheptylsuccinimide 2-phenylacrylate C1(=CC=CC=C1)C(C(=O)O)=C.OCCCCCCCN1C(CCC1=O)=O